ethyl 4,4-difluoro-2-(ethoxymethylene)-3-oxobutyrate FC(C(C(C(=O)OCC)=COCC)=O)F